4-(3-(acryloyloxy)propoxy)benzoate C(C=C)(=O)OCCCOC1=CC=C(C(=O)[O-])C=C1